C(=CC=CCCCC)C1C(=O)OC(C1)=O Octadienyl-succinic anhydride